3-(aziridin-2-yl)-3'-methyl-4-pentyl-[1,1'-biphenyl]-2,6-diol N1C(C1)C1=C(C(=C(C=C1CCCCC)O)C1=CC(=CC=C1)C)O